7-(2-(4-chlorophenyl)-5-phenyloxazol-4-yl)-1,7-naphthyridin-8(7H)-one ClC1=CC=C(C=C1)C=1OC(=C(N1)N1C=CC=2C=CC=NC2C1=O)C1=CC=CC=C1